C(C)(=O)O[C@@H]1[C@H](O[C@H]([C@@H]1O[Si](C)(C)C(C)(C)C)N1C2=NC=NC(=C2N=C1)NC(C1=CC=CC=C1)=O)CO[Si](C)(C)C(C)(C)C (2R,3R,4R,5R)-5-(6-benzamido-9H-purin-9-yl)-4-((tert-butyldimethylsilyl)oxy)-2-(((tert-butyldimethyl silyl)oxy)methyl)tetrahydrofuran-3-yl acetate